C(C)OC1=NC=CC=C1C1=NC=C(C(=N1)C(=O)O)F 2-(2-ethoxypyridin-3-yl)-5-fluoropyrimidine-4-carboxylic acid